FC(OCCOC=1C=NN(C1)C12CC(C1)(C2)N)F 3-{4-[2-(difluoromethoxy)ethoxy]-1H-pyrazol-1-yl}bicyclo[1.1.1]pentan-1-amine